(2R,6S)-4-(6-(7,8-dimethyl-3-(trifluoromethyl)-[1,2,4]triazolo[4,3-b]pyridazin-6-yl)-5,6,7,8-tetrahydro-1,6-naphthyridin-3-yl)-2,6-dimethylmorpholine CC1=C(C=2N(N=C1N1CC=3C=C(C=NC3CC1)N1C[C@H](O[C@H](C1)C)C)C(=NN2)C(F)(F)F)C